(R)-2,6-Dichloro-N-(4-(morpholin-2-yl)-phenyl)-isonicotinamid ClC=1C=C(C(=O)NC2=CC=C(C=C2)[C@@H]2CNCCO2)C=C(N1)Cl